3-(4-((5-((2-(diethylamino)ethyl)amino)pentyl)thio)-1-oxoisoindolin-2-yl)piperidine-2,6-dione C(C)N(CCNCCCCCSC1=C2CN(C(C2=CC=C1)=O)C1C(NC(CC1)=O)=O)CC